N(=[N+]=[N-])C=1C2=C(N=[N+](N1)[O-])NN=C2[N+](=O)[O-] 4-azido-5-nitro-7H-pyrazolo[3,4-d][1,2,3]triazin-2-oxide